3-((4-ethylphenyl)sulfonylamino)-4-methyl-N-(pyridin-3-ylmethyl)benzamide C(C)C1=CC=C(C=C1)S(=O)(=O)NC=1C=C(C(=O)NCC=2C=NC=CC2)C=CC1C